C(C)N1C2=CC=C(C=C2C=2C=C(C=CC12)/C=C/C1=NC=2C=CC3=C(C2C1(C)C)C=CC=C3)[N+](=O)[O-] (E)-2-(2-(9-ethyl-6-nitro-9H-carbazol-3-yl)ethenyl)-1,1-dimethyl-1H-benzo[E]Indole